C(C1=CC=CC=C1)O[C@@](C(=O)NN)(CCC=C)C(F)(F)F (2R)-2-Benzyloxy-2-(trifluoromethyl)hex-5-enehydrazide